[N+](=O)([O-])C1=CC2=C(OCO2)C=C1\C=C\[N+](=O)[O-] 5-nitro-6-[(E)-2-nitrovinyl]-2H-1,3-benzodioxole